CC/C=C\C/C=C\C/C=C\C/C=C\C/C=C\CCCC(=O)O[C@H](COC(=O)CC/C=C\C/C=C\C/C=C\C/C=C\C/C=C\C/C=C\CC)COP(=O)(O)OC[C@H](CO)O 1-(4Z,7Z,10Z,13Z,16Z,19Z-docosahexaenoyl)-2-(5Z,8Z,11Z,14Z,17Z-eicosapentaenoyl)-glycero-3-phospho-(1'-sn-glycerol)